BrC=1C=CC=C2C=NN(C12)CCCCl 7-bromo-1-(3-chloropropyl)indazole